ClC1=CC(=C(C(=C1)F)N1C[C@H]([C@](CC1)(O)COC=1C=CC=C2N=CC(NC12)=O)O)F 8-[[(3R,4R)-1-(4-chloro-2,6-difluorophenyl)-3,4-dihydroxypiperidin-4-yl]methoxy]-1H-quinoxalin-2-one